dodeca-4,11-dien-1-ol C(CCC=CCCCCCC=C)O